C([2H])([2H])([2H])[Mg] methyl-d3-magnesium